C(C)OC(=O)C=1OC2=C(C1C)C=C(C=C2)S(N(CCC2=CC=CC=C2)C2=CC=CC=C2)(=O)=O 3-Methyl-5-(N-phenyl-N-phenethylsulfamoyl)benzofuran-2-carboxylic acid ethyl ester